CCCCC\C=C/C\C=C/CCCCCCCCC(CCCCCCCC\C=C/C\C=C/CCCCC)OCCCN(C)C 3-((6Z,9Z,28Z,31Z)-heptatriaconta-6,9,28,31-tetraen-19-yl-oxy)-N,N-dimethylpropan-1-amine